[2-[ethyl-(methyl)amino]-4-isopropyl-7-oxo-thieno[2,3-d]pyridazin-6-yl]acetic acid ethyl ester C(C)OC(CN1N=C(C2=C(C1=O)SC(=C2)N(C)CC)C(C)C)=O